C(C)(C)[Sn](N(C)C)(N(C)C)N(C)C Isopropyl-Tris(dimethylamino)Tin